methyl (Z)-2-((7-chloro-9-fluoro-5-(2-fluorophenyl)-1,3-dihydro-2H-benzo[e][1,4]diazepin-2-ylidene)amino)-3-hydroxypropanoate ClC1=CC2=C(N\C(\CN=C2C2=C(C=CC=C2)F)=N/C(C(=O)OC)CO)C(=C1)F